N1(C=NC=C1)CC=1C=2C=CC=NC2CCC1 5-[(Imidazol-1-yl)methyl]-7,8-dihydroquinoline